ClCC=1N=C(OC1)[C@@]1(C[C@H](CC1)N(S(=O)(=O)C)CC1=CC=C(C=C1)OC)CC=1C=C(C(=CC1)F)C1=C(C(=CC(=C1)F)F)O N-((1S,3R)-3-(4-(chloromethyl)oxazol-2-yl)-3-((3',5',6-trifluoro-2'-hydroxy-[1,1'-biphenyl]-3-yl)methyl)cyclopentyl)-N-(4-methoxybenzyl)methanesulfonamide